[Al].[Mn].O water manganese aluminum